2-(2-(cyclopropylmethyl)-3-(3-fluoro-4-sulfamoylbenzyl)-4-(3-((1-methylpiperidin-3-yl)ethynyl)phenyl)-1H-pyrrol-1-yl)thiazole-4-carboxylic acid C1(CC1)CC=1N(C=C(C1CC1=CC(=C(C=C1)S(N)(=O)=O)F)C1=CC(=CC=C1)C#CC1CN(CCC1)C)C=1SC=C(N1)C(=O)O